3-(2-(4-((R)-4-((1r,4S)-4-(3-bromo-2-methylphenoxy)cyclohexyl)-2-methylbutyl)piperazin-1-yl)benzo[d]oxazol-5-yl)piperidine-2,6-dione BrC=1C(=C(OC2CCC(CC2)CC[C@H](CN2CCN(CC2)C=2OC3=C(N2)C=C(C=C3)C3C(NC(CC3)=O)=O)C)C=CC1)C